N-(6-((2-oxo-2,3-dihydro-1H-benzo[d]imidazol-1-yl)methyl)-2,3-dihydro-1H-inden-1-yl)acetamide O=C1NC2=C(N1CC1=CC=C3CCC(C3=C1)NC(C)=O)C=CC=C2